C(C1=CC=CC=C1)N(CC(CC(C)(C)C)=O)CCO 1-(benzyl-(2-hydroxyethyl)amino)-4,4-dimethylpentan-2-one